COC(=O)C1=CC=C(C=C1)C(=O)OC 1,4-Benzenedicarboxylic acid dimethyl ester